ClC1=C(C=C(C=C1)S(=O)(=O)N1CCN(CC1)CC1=CC=C(C=C1)N1N=CC=C1C)C(F)(F)F [4-[[4-Chloro-3-(trifluoromethyl)phenyl]sulfonyl]-1-piperazinyl][4-(5-methyl-1H-pyrazol-1-yl)phenyl]methane